CS(=O)(=O)OC[C@@H]([C@@H](C=C)CO[Si](C1=CC=CC=C1)(C1=CC=CC=C1)C(C)(C)C)C (2R,3R)-3-(((TERT-BUTYLDIPHENYLSILYL)OXY)METHYL)-2-METHYLPENT-4-EN-1-YL METHANESULFONATE